C(=O)(OC(C)(C)C)N1CC2=CC(=CC=C2CC1)Br 2-N-BOC-7-bromo-1,2,3,4-tetrahydroisoquinoline